C(N)(OCC(N1C(C(N(C=2C=NC(=NC12)NC1=C(C=C(C=C1)C(NCC)=O)OC)C)=O)CC)C(C)(C)C)=O (tert-butyl 2-(7-ethyl-2-((4-(ethylcarbamoyl)-2-methoxyphenyl) amino)-5-methyl-6-oxo-6,7-dihydropteridin-8(5H)-yl) ethyl) carbamate